[Co]=S.[Ni].[Mg] magnesium nickel-cobalt sulfide